ClC1=CNC=2N=C(N=C(C21)NC(C)C)NC2=C(C=C(C=C2)S(=O)(=O)N2CCC(CC2)N2CCOCC2)OC 5-chloro-N4-isopropyl-N2-(2-methoxy-4-((4-morpholinopiperidin-1-yl)sulfonyl)phenyl)-7H-pyrrolo[2,3-d]pyrimidine-2,4-diamine